(S)-2,5-diamino-N-((S)-4-(naphthalen-2-ylamino)-4-oxo-1-(p-tolyl)butan-2-yl)pentanamide N[C@H](C(=O)N[C@@H](CC1=CC=C(C=C1)C)CC(=O)NC1=CC2=CC=CC=C2C=C1)CCCN